C(#N)C=1C=C(C=CC1OC(C)CC)N1C=NC(=C1)C(=O)O 1-(3-cyano-4-sec-butoxy-phenyl)-imidazole-4-carboxylic acid